2-(3-fluorophenoxy)-6,7-dihydropyrrolo[1,2-a]thiazolo[5,4-d]pyrimidine-9(5H)-one FC=1C=C(OC=2SC=3N=C4N(C(C3N2)=O)CCC4)C=CC1